tert-butyl-N-(2,6-dinitro-4-trifluoromethylphenyl)-6-aminocaproic acid C(C)(C)(C)C(C(=O)O)CCCCNC1=C(C=C(C=C1[N+](=O)[O-])C(F)(F)F)[N+](=O)[O-]